1H-imidazole-4-carboxamide benzenesulfonate (besylate) S(=O)(=O)(O)C1=CC=CC=C1.C1(=CC=CC=C1)S(=O)(=O)O.N1C=NC(=C1)C(=O)N